C1(=CC=CC=C1)CC(=NO)C1=CC=CC=C1 diphenyl-ethanone oxime